4-(4-(3-(2,4-dihydroxy-5-isopropylphenyl)-5-hydroxy-4H-1,2,4-triazol-4-yl)benzyl)piperazine OC1=C(C=C(C(=C1)O)C(C)C)C1=NN=C(N1C1=CC=C(CN2CCNCC2)C=C1)O